COP(=O)(S(=O)(=O)C)NC(C)=O N-(methoxy-methylsulfonylphosphoryl)acetamide